Acetyl-Hydroxyproline C(C)(=O)N1[C@@H](C[C@@H](O)C1)C(=O)O